C(C)NC(C(C)S(=O)(=O)O)C 3-Ethylaminobutane-2-sulfonic acid